Cl.Cl.NC1=CC=C(C(=N1)C)CNC([C@H](C)NC(=O)[C@@H]1NC[C@H](C1)CC1=C(C=CC(=C1)Cl)Cl)=O (2R,4S)-N-((S)-1-(((6-amino-2-methylpyridin-3-yl)methyl)amino)-1-oxopropan-2-yl)-4-(2,5-dichlorobenzyl)pyrrolidine-2-carboxamide dihydrochloride